CC1NC(COC1)C1=NC=C(C=C1)C(F)(F)F 3-methyl-5-(5-(trifluoromethyl)pyridin-2-yl)morpholine